BrC1=C2C=CC(NC2=CC(=C1)C)=O 5-bromo-7-methyl-1,2-dihydroquinolin-2-one